FC1CN(CC1)CC=1C=C(C=C(C1)C(F)(F)F)NC(=O)C1=CSC=2CN(CCC21)C(=O)C2=CN=C1N2C=CC=C1 N-(3-((3-fluoropyrrolidin-1-yl)methyl)-5-(trifluoro-methyl)phenyl)-6-(imidazo-[1,2-a]pyridine-3-carbonyl)-4,5,6,7-tetrahydrothieno-[2,3-c]pyridine-3-carboxamide